(R)-6-(2-(3-chlorophenyl)-2-hydroxyacetyl)-2-(1-(3-fluorophenyl)cyclopropyl)-5,6,7,8-tetrahydropyrido[4,3-d]pyrimidin-4(3H)-one ClC=1C=C(C=CC1)[C@H](C(=O)N1CC2=C(N=C(NC2=O)C2(CC2)C2=CC(=CC=C2)F)CC1)O